The molecule is a pyranoindolizinoquinoline that is camptothecin in which the hydrogen at position 9 has been replaced by a nitro group. It is a prodrug for 9-aminocamptothecin. It has a role as an antineoplastic agent, an EC 5.99.1.2 (DNA topoisomerase) inhibitor and a prodrug. It is a pyranoindolizinoquinoline, a C-nitro compound, a semisynthetic derivative, a tertiary alcohol and a delta-lactone. CC[C@@]1(C2=C(COC1=O)C(=O)N3CC4=CC5=C(C=CC=C5[N+](=O)[O-])N=C4C3=C2)O